methyl (1S,3S)-3-(6-((6-methoxy-2-methyl-1,2,3,4-tetrahydroisoquinolin-7-yl)amino)-1H-pyrazolo[3,4-d]pyrimidin-1-yl)cyclohexane-1-carboxylate COC=1C=C2CCN(CC2=CC1NC1=NC=C2C(=N1)N(N=C2)[C@@H]2C[C@H](CCC2)C(=O)OC)C